C(C1=CC=CC=C1)N1N=NC(=C1)C1=NC=CC(=C1)[N+](=O)[O-] 2-(1-benzyl-1H-1,2,3-triazole-4-yl)-4-nitropyridine